Nonan-4-yn-9-ylmethanol CCCC#CCCCCCO